(S)-4-(cyclopropylethynyl)-4-(1,1-difluoroethyl)-7-((4-(difluoromethyl)-1H-pyrazol-1-yl)methyl)-6-fluoro-3,4-dihydroquinazolin-2(1H)-one C1(CC1)C#C[C@@]1(NC(NC2=CC(=C(C=C12)F)CN1N=CC(=C1)C(F)F)=O)C(C)(F)F